N-(5-methoxy-2-(3-methyl-1,4-diazepan-1-yl)pyrimidin-4-yl)-1H-indazol-5-amine COC=1C(=NC(=NC1)N1CC(NCCC1)C)NC=1C=C2C=NNC2=CC1